C(C1=CC=CC=C1)OCC1CCC(CC1)C1=NC2=C(N1)C=C(C(=C2)OC)Br 2-[4-(Benzyloxymethyl)cyclohexyl]-6-bromo-5-methoxy-1H-benzimidazole